1-(2,3-dichlorophenyl)-2-methyl-6-oxo-1,6-dihydropyrimidin-4-yl-4-methylbenzene-1-sulfonic acid ClC1=C(C=CC=C1Cl)N1C(=NC(=CC1=O)C1=C(C=CC(=C1)C)S(=O)(=O)O)C